1-(4-((1-((S)-5-(3,5-difluorophenyl)-4,5-dihydro-1H-pyrazole-1-carbonyl)azetidin-3-yl)oxy)-5-fluoropyridin-2-yl)-N-((1r,3r)-3-hydroxycyclobutyl)-3,5-dimethyl-1H-pyrazole-4-carboxamide FC=1C=C(C=C(C1)F)[C@@H]1CC=NN1C(=O)N1CC(C1)OC1=CC(=NC=C1F)N1N=C(C(=C1C)C(=O)NC1CC(C1)O)C